CC1=CC=C(C=C1)S(=O)(=O)ON1C(C(=C(C1=O)C1=CC=CC=C1)C1=CC=CC=C1)=O N-(4-methylbenzenesulfonyloxy)diphenylmaleimide